C1COCOC1 3,5-dioxane